N-[(1R)-1-[3-amino-5-(trifluoromethyl)phenyl]ethyl]-1-[3-(2-methyl-1,2,4-triazole-3-yl)phenyl]-6-oxo-pyridine-3-carboxamide NC=1C=C(C=C(C1)C(F)(F)F)[C@@H](C)NC(=O)C1=CN(C(C=C1)=O)C1=CC(=CC=C1)C=1N(N=CN1)C